C(CC(=O)C)(=O)N Acetoacetamid